3-[5-(oxazolidin-4-yloxy)pyridin-2-yl]-1,2-thiazol-5-amine O1CNC(C1)OC=1C=CC(=NC1)C1=NSC(=C1)N